7-(7-fluoroimidazo[1,2-a]pyridin-3-yl)isoquinolin-1-amine FC1=CC=2N(C=C1)C(=CN2)C2=CC=C1C=CN=C(C1=C2)N